BrC1=CC2=C(C=C1)CSC1=C2N(N=C1)C1=NC=CC=C1 8-bromo-1-(2-pyridyl)-5H-isothiochromeno[4,3-c]pyrazole